methyl-(6H)-dipyrido[3,2-b:2',3'-e]-[1,4]diazepin-6-one CC=1C=CC2=NC(C3=C(N=C2N1)N=CC=C3)=O